N,N,N-triethylcyclohexylammonium hydroxide [OH-].C(C)[N+](CC)(CC)C1CCCCC1